Pyridazin-4-yl 2,4,6-triisopropylbenzenesulfonate C(C)(C)C1=C(C(=CC(=C1)C(C)C)C(C)C)S(=O)(=O)OC1=CN=NC=C1